N4-[1-[1-(difluoromethyl)pyrazol-3-yl]-1-methyl-ethyl]-6-(4-fluoro-1-tetrahydropyran-2-yl-indazol-6-yl)-1,3,5-triazine-2,4-diamine FC(N1N=C(C=C1)C(C)(C)NC1=NC(=NC(=N1)C1=CC(=C2C=NN(C2=C1)C1OCCCC1)F)N)F